CN1C2C(CC1)CNC2 1-methylhexahydropyrrolo[3,4-b]pyrrol